CC1=C(OC=2C=3N(C=CC2)C=CN3)C=CC(=C1)[N+](=O)[O-] 8-(2-Methyl-4-nitrophenoxy)imidazo[1,2-a]pyridine